4-((S)-4-propenoyl-2-methylpiperazin-1-yl)-7-chloro-6-fluoro-1-(2-isopropyl-6-methyl-4-(methylsulfanyl)pyridin-3-yl)pyrido[2,3-d]pyrimidin-2(1H)-one C(C=C)(=O)N1C[C@@H](N(CC1)C=1C2=C(N(C(N1)=O)C=1C(=NC(=CC1SC)C)C(C)C)N=C(C(=C2)F)Cl)C